{[2-(4-amino-6-bromo-5-{3-fluoro-4-[(4-methylpyrimidin-2-yl)oxy]phenyl}pyrrolo[2,3-d]pyrimidin-7-yl)ethyl]amino}methanoic acid-2-methylpropan-2-yl ester CC(C)(C)OC(=O)NCCN1C(=C(C2=C1N=CN=C2N)C2=CC(=C(C=C2)OC2=NC=CC(=N2)C)F)Br